[Na+].CCS(=O)(=O)[O-] (2-ethanesulfonic acid) sodium salt